3-((3,5-Dichloro-4-((5-fluoro-6-(3-hydroxyazetidin-1-yl)pyrimidin-4-yl)oxy)-phenyl)-amino)propionic acid ClC=1C=C(C=C(C1OC1=NC=NC(=C1F)N1CC(C1)O)Cl)NCCC(=O)O